OC1=C(C=CC(=C1)O)C=1N=C(SC1)CC(C(=O)N)(C)C (4-(2,4-dihydroxyphenyl)thiazol-2-yl)pivalamide